NC1=NC=C(C=N1)NC(=O)N[C@@H](C(F)(F)F)C=1OC2=C(C1C)C=CC=C2 1-(2-aminopyrimidin-5-yl)-3-[(1R)-2,2,2-trifluoro-1-(3-methyl-1-benzofuran-2-yl)ethyl]urea